(7-amino-2,3,4,5-tetrahydrothieno[2,3-b]oxepin-6-yl)(2,6-difluorophenyl)-methanone NC1=C(C2=C(OCCCC2)S1)C(=O)C1=C(C=CC=C1F)F